C(CCCCCCCC)N(CCN(CC(=O)N1CCC(CC1)CCN(CCCOC(CCCCCCCCC)=O)CCCCCCCCCCCCCC)CCCCCCCCC)CCCCCCCCC 3-((2-(1-(N-(2-(Dinonylamino)ethyl)-N-nonylglycyl)piperidin-4-yl)ethyl)(tetradecyl)amino)propyldecanoate